C(C)O[Si](CC[Si](OCC)(OCC)OCC)(OCC)OCC 1,2-bis(triethoxy-silyl)ethane